COC1=C2C(=NNC2=CC(=C1)C=C1C(NCC1C1=CC=CC=C1)=O)\C=C\C1=CC=C(C=C1)CN1CCCCC1 3-((4-methoxy-3-((E)-4-(piperidin-1-ylmethyl)styryl)-1H-indazol-6-yl)methylene)-4-phenylpyrrolidin-2-one